3,3-dimethylpiperidine hydrochloride Cl.CC1(CNCCC1)C